(trans)-(4-cyanotetrahydro-2H-pyran-3-yl)(tosyl)carbamate C(#N)[C@H]1[C@@H](COCC1)OC(NS(=O)(=O)C1=CC=C(C)C=C1)=O